dinonyl-2,2'-bipyridine C(CCCCCCCC)C1=C(C(=NC=C1)C1=NC=CC=C1)CCCCCCCCC